C(C)C=1C(=NC(=NC1OC1=CC=C(C=C1)CN1CCN(CC1)C)NS(=O)(=O)C=1C=NN(C1)C)C1=C(C=CC=C1)CC(C)C N-[5-ethyl-4-(2-isobutylphenyl)-6-[4-[(4-methylpiperazin-1-yl)methyl]phenoxy]pyrimidin-2-yl]-1-methyl-pyrazole-4-sulfonamide